C(=O)C=1C(=C(C2=CC=CC=C2C1)C1=C(C(=CC2=CC=CC=C12)CO)OCC=1C=C(C=O)C=CC1)OCC=1C=C(C=O)C=CC1 3,3'-(((3-formyl-3'-(hydroxymethyl)-[1,1'-binaphthyl]-2,2'-diyl)bis(oxy))bis(methylene))dibenzoaldehyde